4-benzoyl-N-(4-cyano-2-fluorophenyl)-1-(4-methylbenzenesulfonyl)pyrrole-3-sulfonamide C(C1=CC=CC=C1)(=O)C=1C(=CN(C1)S(=O)(=O)C1=CC=C(C=C1)C)S(=O)(=O)NC1=C(C=C(C=C1)C#N)F